C(C1=CC=CC=C1)(=O)C1=CC=C(C=C1)S(=O)(=O)Cl 4-benzoylbenzenesulfonyl chloride